3,4-difluoro-N-((2R,3R,4S,5R,6R)-4-(4-(3-fluorophenyl)-1H-1,2,3-triazol-1-yl)-3,5-dihydroxy-6-(hydroxymethyl)tetrahydro-2H-pyran-2-yl)-N-methylbenzamide FC=1C=C(C(=O)N(C)[C@@H]2O[C@@H]([C@@H]([C@@H]([C@H]2O)N2N=NC(=C2)C2=CC(=CC=C2)F)O)CO)C=CC1F